O1CCN(CC1)CCN1C(C(=CC2=CC=CN=C12)C(=O)O)=O (E)-1-(2-morpholinoethyl)-2-oxo-1,8-naphthyridine-3-carboxylic acid